4-formamidobenzamide C(=O)NC1=CC=C(C(=O)N)C=C1